NC1=C2CC[C@@H](N(C2=CC=C1NCCN1CCOCC1)C(=O)OC)C methyl (2S)-5-amino-2-methyl-6-[[2-(morpholin-4-yl)ethyl]amino]-1,2,3,4-tetrahydroquinoline-1-carboxylate